FC(C=1C(=NC=CN1)OC[C@@H]1CCC2=CCCN12)F (3S,7aS)-3-(((3-(difluoromethyl)pyrazin-2-yl)oxy)methyl)tetrahydro-1H-pyrrolizine